C(C1=CC=CC=C1)N1C(=[N+](C=C1)C)C 1-benzyl-2,3-dimethyl-imidazolium